ClC1=CC2=C(N=C(N=C2N2CCN(CC2)C(=O)OC(C)(C)C)S(=O)(=O)C)C(=N1)OC1=C2C=NN(C2=CC(=C1Cl)F)C1OCCCC1 tert-butyl 4-[6-chloro-8-(5-chloro-6-fluoro-1-tetrahydropyran-2-yl-indazol-4-yl)oxy-2-methylsulfonyl-pyrido[3,4-d]pyrimidin-4-yl]piperazine-1-carboxylate